3-heptafluorobutyryl-camphor FC(C(C(=O)C1C(C2(CCC1C2(C)C)C)=O)(F)F)(C(F)(F)F)F